FC=1C(=NC=CC1)C#N fluoropyridine-2-carbonitrile